2-[[4-[6-[(4-cyano-2-fluoro-phenyl) methoxy]-2-pyridyl]-2-fluoro-5-methyl-phenyl]methyl]-3-[[(2S)-oxetan-2-yl]methyl]benzimidazole-5-carboxylate C(#N)C1=CC(=C(C=C1)COC1=CC=CC(=N1)C1=CC(=C(C=C1C)CC=1N(C2=C(N1)C=CC(=C2)C(=O)[O-])C[C@H]2OCC2)F)F